CC=1C=2CN(CC2N2C=CN=C2N1)C(CC1CN(C1)C=1C=NC=CC1)=O 1-(4-Methyl-1,3-dihydro-2,5,6,8a-tetraaza-as-indacen-2-yl)-2-(1-pyridin-3-yl-azetidin-3-yl)-ethanone